(-)-(2s,3r)-2-amino-3-hydroxy-3-(3,4-dihydroxyphenyl)propionic acid C1=CC(=C(C=C1[C@H]([C@@H](C(=O)O)N)O)O)O